OC1=C(C=CC=C1)NC(=O)C(=O)NC N-(2-hydroxy-phenyl)-N'-methyl-oxamide